C(#N)C=1C=C(C=CC1)C=1N=C(SC1C1=CC(=NC(=C1)C)C)N1CCC2(CC(NC2)=O)CC1 N-[4-(3-cyanophenyl)-5-(2,6-dimethyl-4-pyridyl)thiazol-2-yl]-3-oxo-2,8-diazaspiro[4.5]decane